ClC=1C=C(C(=O)N2CC=3C(=NN4C3C(N(C[C@H]4C)[C@@H](C)C=4N=NC(=CC4)C)=O)C[C@H]2C)C=CC1Cl |o1:18| (3R,7R)-2-(3,4-dichlorobenzoyl)-3,7-dimethyl-9-((S*)-1-(6-methylpyridazin-3-yl)ethyl)-1,2,3,4,8,9-hexahydropyrido[4',3':3,4]pyrazolo[1,5-a]pyrazin-10(7H)-one